(E)-1-[2-Hydroxy-4-(hydroxymethyl)-6-methoxyphenyl]-3-(4-methoxyphenyl)prop-2-en-1-one OC1=C(C(=CC(=C1)CO)OC)C(\C=C\C1=CC=C(C=C1)OC)=O